D-(-)-threose C([C@H]([C@@H](C=O)O)O)O